N-[1-(4-aminophenyl)pyrazole-4-yl]-6-(4-methylpiperazin-1-yl)pyridin-3-amine NC1=CC=C(C=C1)N1N=CC(=C1)NC=1C=NC(=CC1)N1CCN(CC1)C